tert-Butyl 3-(4-fluoro-1-benzofuran-3-yl)-5,6-dihydro-2H-pyridine-1-carboxylate FC1=CC=CC2=C1C(=CO2)C=2CN(CCC2)C(=O)OC(C)(C)C